C(C)(C)(C)N1C(OC(C1)(C)CO)=O 3-(tert-butyl)-5-(hydroxymethyl)-5-methyloxazolidin-2-one